5-chloro-2-[(6-chloro-8-methyl-3-thiomorpholinylsulfonyl-4-quinolinyl)amino]benzoic acid ClC=1C=CC(=C(C(=O)O)C1)NC1=C(C=NC2=C(C=C(C=C12)Cl)C)S(=O)(=O)N1CCSCC1